C(C)(CC)N1N=C(C(=C1C)O)CCC 1-sec-butyl-4-hydroxy-5-methyl-3-n-propyl-pyrazole